BrC1=CC=C(OC[C@H](COCC2(OC2)C)O)C=C1 (2S)-1-(4-bromophenoxy)-3-((2-methyloxiran-2-yl)methoxy)propan-2-ol